4,5-dimethyl-3,6-dioxan CC1OCCOC1C